1,1,2,2,2-pentafluoroethylbenzamide FC(C(F)(F)F)(F)C1=C(C(=O)N)C=CC=C1